C(=O)(O)CC1(CC1)CCCC=1C=C(C=CC1)CCCC(CC(=O)O)(C)C 6-(3-(3-(1-(carboxymethyl)cyclopropyl)propyl)phenyl)-3,3-dimethylhexanoic acid